N1(CCCCC1)NCC1=CC=C(COC2=CC=CC=3NC4=CC=CC=C4C23)C=C1 4-(4-(piperidinylaminomethyl)benzyloxy)-9H-carbazole